[3-[(1R)-1-[[2-methyl-5-(4-methylpiperazin-1-yl)benzoyl]amino]ethyl]-5-(1-methyl pyrazol-4-yl)phenyl] trifluoromethanesulfonate FC(S(=O)(=O)OC1=CC(=CC(=C1)C=1C=NN(C1)C)[C@@H](C)NC(C1=C(C=CC(=C1)N1CCN(CC1)C)C)=O)(F)F